ClC1=CC=C(S1)C1=C(NC2=C1C(N(C=C2)C)=O)C2=CC=NC=C2 4-[3-(5-chloro-2-thienyl)-5-methyl-4-oxo-4,5-dihydro-1H-pyrrolo[3,2-c]pyridin-2-yl]pyridin